NC1=CC(=C(C(=C1)Cl)N1C=NC(=C(C1=O)C(=O)OC)N(CC1=CC=C(C=C1)OC)CC1=CC=C(C=C1)OC)Cl methyl 1-(4-amino-2,6-dichlorophenyl)-4-(bis(4-methoxybenzyl)amino)-6-oxo-1,6-dihydropyrimidine-5-carboxylate